2-amino-4-phenylbutane NC(C)CCC1=CC=CC=C1